OC(CC(C(=O)NC1=C(C(=O)OC)C=C(C=C1)OC)C)=O methyl 2-(4-hydroxy-2-methyl-4-oxobutyramido)-5-methoxybenzoate